3-Chloro-N'-((1,2,3,5,6,7-hexahydrodicyclopenta[b,e]pyridin-8-yl)carbamoyl)-5-(2-hydroxypropan-2-yl)thiophene-2-sulfonimidamide ClC1=C(SC(=C1)C(C)(C)O)S(=O)(N)=NC(NC1=C2C(=NC3=C1CCC3)CCC2)=O